(4-fluorophenyl)-6-phenylseleno-1,2,3,4-tetrahydro-1,8-naphthyridine FC1=CC=C(C=C1)N1CCCC2=CC(=CN=C12)[Se]C1=CC=CC=C1